(2-amino-5,7-difluorobenzo[d]thiazol-4-yl)boronic acid NC=1SC2=C(N1)C(=C(C=C2F)F)B(O)O